N1=C(C=NC=C1)C(=O)[O-] 2-pyrazincarboxylat